(R)-((3-bromo-1-methyl-1H-1,2,4-triazol-5-yl)methyl)(2-hydroxy-2-(4-methyl-1-oxo-1,3-dihydroisobenzofuran-5-yl)ethyl)carbamic acid tert-butyl ester C(C)(C)(C)OC(N(C[C@@H](C=1C(=C2COC(C2=CC1)=O)C)O)CC1=NC(=NN1C)Br)=O